FC=1C(=NC=C(C1)F)NN 3,5-difluoro-2-hydrazinopyridine